2-(2-(cyclohept-1-en-1-yl)-5-ethyl-7-oxo-6-(piperazine-1-yl)-[1,2,4]triazolo[1,5-a]pyrimidin-4(7H)-yl)-N-(2-fluoro-4-(trifluoromethyl)phenyl)acetamide C1(=CCCCCC1)C1=NN2C(N(C(=C(C2=O)N2CCNCC2)CC)CC(=O)NC2=C(C=C(C=C2)C(F)(F)F)F)=N1